4-methyl-5-(5-methanesulfonamido-6-methoxypyridin-3-yl)-1,3-thiazol CC=1N=CSC1C=1C=NC(=C(C1)NS(=O)(=O)C)OC